C(C)(C)(C)OC(=O)N(C)CC1=C(C=NC=C1)C(=O)OC methyl 4-[[tert-butoxycarbonyl(methyl)amino]methyl]pyridine-3-carboxylate